methyl 4-[[4-[1-(2,6-dioxo-3-piperidyl)-3-methyl-2-oxo-benzimidazol-5-yl]-1-piperidyl]methyl]piperidine-1-carboxylate O=C1NC(CCC1N1C(N(C2=C1C=CC(=C2)C2CCN(CC2)CC2CCN(CC2)C(=O)OC)C)=O)=O